diphenyl phosphate melamine salt N1=C(N)N=C(N)N=C1N.P(=O)(OC1=CC=CC=C1)(OC1=CC=CC=C1)O